FC1=CC=C2C(C(NC2=C1F)=O)(C1=CC=C(C=C1)OC(F)(F)F)C1=CC(=C(C=C1)O)F 6,7-difluoro-3-(3-fluoro-4-hydroxyphenyl)-3-(4-(trifluoromethoxy)-phenyl)indolin-2-one